5-bromo-2-(3,4-difluoro-2-methoxy-phenoxy)-N-[3-(methylsulfonimidoyl)phenyl]pyridine-3-carboxamide BrC=1C=C(C(=NC1)OC1=C(C(=C(C=C1)F)F)OC)C(=O)NC1=CC(=CC=C1)S(=O)(=N)C